C(C1=CC=CC=C1)(C1=CC=CC=C1)C1=C(N)C(=CC(=C1)C(C)C)C(C)C 2-benzhydryl-4,6-diisopropylaniline